CCOC(=O)[C@H](C1=CC=CC=C1)O Ethyl (S)-(+)-mandelate